tert-butyl 2-(3-formyl-4-(methoxycarbonyl)phenyl)-2,7-diazaspiro[3.5]nonane-7-carboxylate C(=O)C=1C=C(C=CC1C(=O)OC)N1CC2(C1)CCN(CC2)C(=O)OC(C)(C)C